OC1CCN(CC1)CC1=CC2=C(C=C1)OC=1C=3C2=NNC(C3C=CC1)=O 10-((4-Hydroxypiperidin-1-yl)methyl)chromeno[4,3,2-de]phthalazin-3(2H)-one